1-methyl-5-(3-nitrophenyl)-1H-1,2,3-triazole CN1N=NC=C1C1=CC(=CC=C1)[N+](=O)[O-]